C(C)N1CCC(CC1)OC1=CC=C(C=C1)NC=1N=CC2=C(N1)C(=CS2)C=2C=NN(C2)C(=O)OC(C)(C)C tert-butyl 4-(2-(4-(1-ethylpiperidin-4-yloxy) phenylamino) thieno[3,2-d]pyrimidin-7-yl)-1H-pyrazole-1-carboxylate